6-[2-fluoro-4-[3-(2-oxooxazolidin-3-yl)propoxy]phenoxy]-1-methyl-indazole-5-carboxamide FC1=C(OC2=C(C=C3C=NN(C3=C2)C)C(=O)N)C=CC(=C1)OCCCN1C(OCC1)=O